3-(3,5-Dimethoxyphenyl)-6-methoxy-4-benzofurancarboxylic acid cyclohexyl ester C1(CCCCC1)OC(=O)C=1C=C(C=C2C1C(=CO2)C2=CC(=CC(=C2)OC)OC)OC